6-amino-7-carboxy-hept-2-enoyl-CoA NC(CCC=CC(=O)SCCNC(CCNC([C@@H](C(COP(OP(OC[C@@H]1[C@H]([C@H]([C@@H](O1)N1C=NC=2C(N)=NC=NC12)O)OP(=O)(O)O)(=O)O)(=O)O)(C)C)O)=O)=O)CC(=O)O